C(C)N(CCCC=1C(=C(C=O)C=CC1)O)CC 3-(3-(diethylamino)propyl)-2-hydroxybenzaldehyde